The molecule is dicarboxylate anion of 5-formyl-2-hydroxyhepta-2,4-dienedioic acid; major species at pH 7.3. It is a conjugate base of a 5-formyl-2-hydroxyhepta-2,4-dienedioic acid. C(/C(=C/[O-])/C=C/C(=O)C(=O)O)C(=O)[O-]